Tetranonyl 3,3',3'',3'''-((((6-((3-(dimethylamino)propyl)amino)-1,3,5-triazine-2,4-diyl)bis(azanediyl))bis(propane-3,1-diyl))bis(azanetriyl))tetrapropionate CN(CCCNC1=NC(=NC(=N1)NCCCN(CCC(=O)OCCCCCCCCC)CCC(=O)OCCCCCCCCC)NCCCN(CCC(=O)OCCCCCCCCC)CCC(=O)OCCCCCCCCC)C